FC(=C(CC1=NSC(=N1)NC(=O)C1=C(OC(=C1)C1=CC(=CC=C1)OC)C)C)F N-(3-(3,3-difluoro-2-methylallyl)-1,2,4-thiadiazol-5-yl)-5-(3-methoxyphenyl)-2-methyl-furan-3-carboxamide